ClC1=CC=C(C=C1)C=1N=C2N(C=CC=C2)C1CN1C2CCN(C(C1)CC2)C(=O)C2=C(C=CC=C2)F [6-{[2-(4-Chlorophenyl)imidazo[1,2-a]pyridin-3-yl]methyl}-2,6-diazabicyclo[3.2.2]non-2-yl](2-fluorophenyl)methanone